CC(C)([Si](CC)(CC)CCCCCCCCCCCCCCCC)C Dimethyl-hexadecyl-triethyl-silicon